5-acetyl-3-(4-(4-methoxypiperidin-1-yl)phenyl)-7-methylquinoline-2-carbonitrile C(C)(=O)C1=C2C=C(C(=NC2=CC(=C1)C)C#N)C1=CC=C(C=C1)N1CCC(CC1)OC